COC(=O)C=1C2=C(N=CC1CC)N(C(=C2)Cl)C2COC2 chloro-5-ethyl-1-(oxetan-3-yl)-1H-pyrrolo[2,3-b]pyridine-4-carboxylic acid methyl ester